(2S,5S)-5-((S)-2-Acetylamino-3-phenyl-propionylamino)-4-oxo-1,2,4,5,6,7-hexahydro-azepino[3,2,1-hi]indole-2-carboxylic acid (1H-[1,2,3]triazol-4-ylmethyl)-amide N1N=NC(=C1)CNC(=O)[C@H]1N2C3=C(C=CC=C3C1)CC[C@@H](C2=O)NC([C@H](CC2=CC=CC=C2)NC(C)=O)=O